N-(4-([1,2,4]triazolo[1,5-a]pyridin-7-yloxy)-3-methylphenyl)-6-(methylsulfamyl)pyrimido[5,4-d]pyrimidin-4-amine N=1C=NN2C1C=C(C=C2)OC2=C(C=C(C=C2)NC=2C1=C(N=CN2)C=NC(=N1)S(NC)(=O)=O)C